ClC=1C=C(C=CC1)[C@]12[C@H](OCCN1)CCCC2 (4aR,8aR)-4a-(3-chlorophenyl)octahydro-2H-benzo[b][1,4]oxazine